3-methyl-1-naphthylmethylimidazole chloride salt [Cl-].CC=1C=C(C2=CC=CC=C2C1)CC=1NC=CN1